tert-Butyl (s)-2-((5-bromo-4-methyl-2-nitrophenoxy)methyl)azetidine-1-carboxylate BrC=1C(=CC(=C(OC[C@H]2N(CC2)C(=O)OC(C)(C)C)C1)[N+](=O)[O-])C